C(=O)C1=CC=C2C=C(NC2=C1)C(=O)N1CCN(CC1)C1=NC=CC=C1NC(C)C 1-[(6-formyl-2-indolyl)carbonyl]-4-[3-(isopropylamino)-2-pyridinyl]Piperazine